ClC=1C(=CC(=C(C1)S(=O)(=O)NC=1N=CSC1)F)NCC1=C(C=CC=C1C)Cl 5-chloro-4-((2-chloro-6-methylbenzyl)amino)-2-fluoro-N-(thiazol-4-yl)benzenesulfonamide